BrC1=C(C(=C(C(=C1[2H])[2H])[2H])Br)[2H] 1,3-dibromobenzene-2,4,5,6-d4